CC1(CC(C1)NC1=NN2C(C=N1)=C(C=C2)C=2C=NC=1N(C2)C(=CN1)C)N 1-methyl-N3-(5-(3-methylimidazo[1,2-a]pyrimidin-6-yl)pyrrolo[2,1-f][1,2,4]triazin-2-yl)cyclobutane-1,3-diamine